7-(3,4-dimethoxyphenyl)-N-(5-ethoxypyridin-2-yl)pyrazolo[1,5-a]pyrimidine-2-carboxamide COC=1C=C(C=CC1OC)C1=CC=NC=2N1N=C(C2)C(=O)NC2=NC=C(C=C2)OCC